5-(N-methylsulfamoyl)-2-(4-(trifluoromethyl)phenoxy)benzoic acid CNS(=O)(=O)C=1C=CC(=C(C(=O)O)C1)OC1=CC=C(C=C1)C(F)(F)F